N1(CCN(CC1)CCO)CCO 2,2'-(piperazine-1,4-diyl)diethyl alcohol